2-methyl-butan CC(C)CC